N-{3-(N-methylcarbamoyl)bicyclo[1.1.1]pent-1-yl}-6-[3-(4-mesyl-2-anisidino)-1-propynyl]-1-(2,2,2-trifluoroethyl)-1H-benzo[d]imidazole-4-carboxamide CNC(=O)C12CC(C1)(C2)NC(=O)C2=CC(=CC=1N(C=NC12)CC(F)(F)F)C#CCNC=1C(OC)=CC=C(C1)S(=O)(=O)C